trans-N-(4-((5-Chloropyridin-3-yl)oxy)cyclohexyl)-5-(4-chlorophenoxy)-2,2-dimethylpentanamide ClC=1C=C(C=NC1)O[C@@H]1CC[C@H](CC1)NC(C(CCCOC1=CC=C(C=C1)Cl)(C)C)=O